N-(3-(2-((2-amino-5-chloropyridin-3-yl)oxy)propan-2-yl)phenyl)-2,5-dichlorobenzamide NC1=NC=C(C=C1OC(C)(C)C=1C=C(C=CC1)NC(C1=C(C=CC(=C1)Cl)Cl)=O)Cl